NC1=C(C=C(C(=N1)F)C1=CC=C(OC2CCN(CC2)C(=O)OC(C)(C)C)C=C1)C=1C=C2CCNC(C2=CC1)=O tert-butyl 4-(4-(6-amino-2-fluoro-5-(1-oxo-1,2,3,4-tetrahydroisoquinolin-6-yl)pyridin-3-yl)phenoxy)piperidine-1-carboxylate